(rac)-benzyl 3-[7-[1-[4-(trifluoromethoxy)benzoyl]-4-piperidyl]-3H-imidazo[4,5-b]pyridin-2-yl]pyrrolidine-1-carboxylate FC(OC1=CC=C(C(=O)N2CCC(CC2)C2=C3C(=NC=C2)NC(=N3)[C@H]3CN(CC3)C(=O)OCC3=CC=CC=C3)C=C1)(F)F |r|